COC(=O)C=1SC2=C(C1N)C=CC(=C2)F 3-amino-6-fluoro-1-benzothiophene-2-carboxylic acid methyl ester